(2-phenyl-1-(phenylselanyl)propan-2-yl)benzo[d]isothiazol-3(2H)-one 1,1-dioxide C1(=CC=CC=C1)C(C[Se]C1=CC=CC=C1)(C)N1S(C2=C(C1=O)C=CC=C2)(=O)=O